2-(4-(4-(aminomethyl)-1-oxo-1,2-dihydroisoquinolin-6-yl)-1-methyl-1H-pyrazol-5-yl)-3-fluoro-1-naphthyridinecarbonitrile NCC1=CNC(C2=CC=C(C=C12)C=1C=NN(C1C1N(C2=NC=CC=C2C=C1F)C#N)C)=O